ClC1=C(C=CC=C1)C=1OC(C(N1)=CC=1SC=CC1)=O 2-(2-chlorophenyl)-4-(thiophen-2-ylmethylene)oxazol-5(4H)-one